O1C(CCCC1)N1N=CC=2NCC(CC21)CNC(OC(C)(C)C)=O tertbutyl ((1-(tetrahydro-2H-pyran-2-yl)-4,5,6,7-tetrahydro-1H-pyrazolo[4,3-b]pyridin-6-yl)methyl)carbamate